1-fluoro-4-isothiocyanato-2-(trifluoromethoxy)-benzene FC1=C(C=C(C=C1)N=C=S)OC(F)(F)F